ClC=1C=C2C(=NC(=NC2=CC1C1=C(C=CC(=N1)N)C(F)(F)F)OC[C@H]1N(C[C@@H](C1)OC)CCOC)N1CCNCC1 6-(6-chloro-2-(((2S,4R)-4-methoxy-1-(2-methoxyethyl)pyrrolidin-2-yl)methoxy)-4-(piperazin-1-yl)quinazolin-7-yl)-5-(trifluoromethyl)pyridin-2-amine